C1(=CC=C(C=C1)SC=1SC=CC1)C (Z)-2-thienyl (p-tolyl) thioether